C1(=CC=CC=C1)CC(=O)N[C@@H](C)C(=O)OC Methyl (2-phenylacetyl)alaninate